FC1=C(C(=C(C=C1OC)OC)F)N1C(N(C2=C(C1)C=NC1=C2C=C(N1)CN[C@H]1COCC1)C)=O 3-(2,6-difluoro-3,5-dimethoxyphenyl)-1-methyl-8-{[(3R)-tetrahydrofuran-3-ylamino]methyl}-1,3,4,7-tetrahydro-2H-pyrrolo[3',2':5,6]pyrido[4,3-d]pyrimidin-2-one